hydroxy-8-methoxy-2-naphthoate OC1=C(C=CC2=CC=CC(=C12)OC)C(=O)[O-]